tert-Butyl (S)-4-(5-cyclopropyl-7-(5-(methoxycarbonyl)-1-methyl-1H-pyrrol-2-yl)-7H-pyrrolo[2,3-d]pyrimidin-4-yl)-3-methylpiperazine-1-carboxylate C1(CC1)C1=CN(C=2N=CN=C(C21)N2[C@H](CN(CC2)C(=O)OC(C)(C)C)C)C=2N(C(=CC2)C(=O)OC)C